(7R)-7,8-Difluoro-N-(2-(piperidin-1-yl)-4-(4-(trifluoromethyl)phenethyl)phenyl)octanamid F[C@H](CCCCCC(=O)NC1=C(C=C(C=C1)CCC1=CC=C(C=C1)C(F)(F)F)N1CCCCC1)CF